(R)-2-amino-3-((2-(((benzyloxy)carbonyl)amino)ethyl)thio)-2-methylpropanoic acid N[C@](C(=O)O)(CSCCNC(=O)OCC1=CC=CC=C1)C